methyl 2-(3-(4-(4-(4-(3-amino-6-(2-hydroxyphenyl) pyridazin-4-yl) phenyl) piperazin-1-yl) piperidin-1-yl) isoxazol-5-yl)-3-methylbutanoate NC=1N=NC(=CC1C1=CC=C(C=C1)N1CCN(CC1)C1CCN(CC1)C1=NOC(=C1)C(C(=O)OC)C(C)C)C1=C(C=CC=C1)O